4-(4-fluorophenyl)-5-(1-{[2-(trimethylsilyl)ethoxy]methyl}imidazol-4-yl)-2H-pyrazol-3-amine FC1=CC=C(C=C1)C1=C(NN=C1C=1N=CN(C1)COCC[Si](C)(C)C)N